(R)-2-methoxyethyl 2-(((benzyloxy)carbonyl)amino)-3-(3-(4-chloro-1-ethyl-1H-pyrazol-5-yl)-5-fluorobenzamido)propanoate C(C1=CC=CC=C1)OC(=O)N[C@@H](C(=O)OCCOC)CNC(C1=CC(=CC(=C1)F)C1=C(C=NN1CC)Cl)=O